P(=O)(OC[C@@H](COC(CCCCCCCCCCCCCCC)=O)OC(CCCC=O)=O)(OCC[N+](C)(C)C)[O-] [(2R)-3-hexadecanoyloxy-2-(5-oxopentanoyloxy)propyl] 2-(trimethylazaniumyl)ethyl phosphate